C(#N)CC[C@]1(C[C@H](N(C1=O)C(=O)[O-])C(=O)OCC)C(=O)OCC 2,4-diethyl (2S,4R)-4-(2-cyanoethyl)-5-oxopyrrolidine-1,2,4-tricarboxylate